N-(5-(cinnolin-4-yl)-4-methylpyridin-3-yl)-2-hydroxy-2-(1H-imidazol-2-yl)-2-phenylacetamide N1=NC=C(C2=CC=CC=C12)C=1C(=C(C=NC1)NC(C(C1=CC=CC=C1)(C=1NC=CN1)O)=O)C